C(C1=CC=CO1)C(O)C(O)CO furfuryl-glycerol